C(N)(=O)C=1C=C(C=CC1)NC(=O)[C@@H]1O[C@]([C@@H]([C@@H]1C1=C(C(=C(C=C1)F)F)OC(F)F)C)(C(F)(F)F)C (2R,3R,4R,5R)-N-(3-Carbamoylphenyl)-3-[2-(Difluoromethoxy)-3,4-difluoro-phenyl]-4,5-dimethyl-5-(trifluoromethyl)tetrahydrofuran-2-carboxamid